1-(5-(4-amino-7-cyclopropyl-7H-pyrrolo[2,3-d]pyrimidin-5-yl)imidazo[1,2-a]pyridin-8-yl)-3-(3-isopropylisoxazol-5-yl)urea NC=1C2=C(N=CN1)N(C=C2C2=CC=C(C=1N2C=CN1)NC(=O)NC1=CC(=NO1)C(C)C)C1CC1